NC1=CC=C(C=N1)OC1=CC=C(C=C1)NC(=O)NC1=CC=C(C=C1)Cl 1-(4-((6-aminopyridin-3-yl)oxy)phenyl)-3-(4-chlorophenyl)urea